benzyl 4-(1-(3-methoxy-3-oxopropyl)-1H-pyrazol-4-yl)cyclohex-3-enecarboxylate COC(CCN1N=CC(=C1)C1=CCC(CC1)C(=O)OCC1=CC=CC=C1)=O